4,5-dimethylthiazole-2-carbaldehyde CC=1N=C(SC1C)C=O